FC(C=1C=C(NN(O)CC2=CC(=CC=C2)Cl)C=CC1)(F)F 3-(Trifluoromethyl)anilinO-(3-chlorobenzyl)hydroxylamine